C1(=CC=CC=C1)C1=C(C=NS1)C(=O)OC Methyl 5-phenylisothiazole-4-carboxylate